NC=1C2=C(N=CN1)N(C=C2C2=CC=C(C=1N2C=CN1)NC(=O)NC1=NOC(=C1)C1(CC1)C(F)(F)F)C(C)C 1-(5-(4-amino-7-isopropyl-7H-pyrrolo[2,3-d]pyrimidin-5-yl)imidazo[1,2-a]pyridin-8-yl)-3-(5-(1-(trifluorometh-yl)cyclopropyl)isoxazol-3-yl)-urea